FC=1C=CC(=NC1C(F)(F)F)C(N1C[C@@H](N(C[C@H]1C)C(=O)OC(C)(C)C)C)C1=CC=C(C=C1)F tert-butyl (2S,5R)-4-((5-fluoro-6-(trifluoromethyl)pyridin-2-yl)(4-fluorophenyl)methyl)-2,5-dimethylpiperazine-1-carboxylate